FC1=CC=C(C=C1)C1=NOC(=N1)C1CCN(CC1)C(CC=1C(=NOC1)C)=O 1-(4-(3-(4-fluorophenyl)-1,2,4-oxadiazol-5-yl)piperidin-1-yl)-2-(3-methylisoxazol-4-yl)ethan-1-one